BrC=1C=CC(=NC1)OCCOCCOCCOCCCCC(C(F)(F)F)O 6-(2-(2-(2-(5-bromopyridin-2-yloxy)ethoxy)ethoxy)ethoxy)-1,1,1-trifluorohexan-2-ol